C(C(=C)C)(=O)OC(CC(OP(=O)(O)O)CN)CCCCCCCCCC 2-methacryloxydodecyl-phosphoethanolamine